NC1=CC(=NC=C1C(=O)N1CCC=2N(N=C3CCN(CC1C23)C(C=C)=O)CC2=CC=CC=C2)C(F)(F)F 1-(5-(4-amino-6-(trifluoromethyl)nicotinoyl)-2-benzyl-2,3,4,5,5a,6,8,9-octahydro-7H-1,2,5,7-tetraazabenzo[cd]azulen-7-yl)prop-2-en-1-one